methyl-bromo-4,4'-bipyridyl CC=1C(=NC=CC1C1=CC=NC=C1)Br